2-chloro-7-methylthieno[3,2-d]pyrimidin-4-amine ClC=1N=C(C2=C(N1)C(=CS2)C)N